5-chloro-N-((1r,4r)-4-((3-hydroxy-2-oxo-3-(2,3,5-trifluorophenyl)indolin-1-yl)methyl)cyclohexyl)-2-methylnicotinamide ClC=1C=NC(=C(C(=O)NC2CCC(CC2)CN2C(C(C3=CC=CC=C23)(C2=C(C(=CC(=C2)F)F)F)O)=O)C1)C